O1C=NC=C1C1=CC=C(C(=O)O)C=C1 4-(oxazol-5-yl)benzoic acid